OC1=C(C=CC=C1)C1(CC(=C(C=C1)C=CC=O)OC)OC 4-(hydroxyphenyl)-3-(2,4-dimethoxyphenyl)-2-propen-1-one